N-(5-((5-chloro-3H-spiro[benzofuran-2,3'-pyrrolidin]-1'-yl)methyl)thiazol-2-yl)acetamide tert-butyl-6-(benzylamino)-2-(propionamidomethyl)-1H-indole-1-carboxylate C(C)(C)(C)OC(=O)N1C(=CC2=CC=C(C=C12)NCC1=CC=CC=C1)CNC(CC)=O.ClC=1C=CC2=C(CC3(CN(CC3)CC3=CN=C(S3)NC(C)=O)O2)C1